tert-butyl ((RS)-1-(((2S,5S)-5-(((tert-butyldiphenylsilyl)oxy)methyl)-2-isopropyl-1-methyl-3-oxo-1,2,3,4,5,6-hexahydrobenzo[e][1,4]diazocin-9-yl)oxy)propan-2-yl)carbamate [Si](C1=CC=CC=C1)(C1=CC=CC=C1)(C(C)(C)C)OC[C@@H]1CC2=C(N([C@H](C(N1)=O)C(C)C)C)C=C(C=C2)OC[C@@H](C)NC(OC(C)(C)C)=O |&1:38|